C(C)(C)OC([C@@H](N[P@](=O)(OC1=CC=CC=C1)OC1=CC=C(C=C1)[N+](=O)[O-])C)=O ((S)-(4-Nitrophenoxy)(phenoxy)phosphoryl)-L-alanine isopropyl ester